6-amino-3-bromo-N-(2-(dimethylamino)ethyl)-2-fluoro-N-methylbenzamide NC1=CC=C(C(=C1C(=O)N(C)CCN(C)C)F)Br